BrC=1C=C2C(=NN(C(C2=CC1)=O)CC(=O)N[C@H]1CN(CC[C@H]1O)C(=O)OC(C)(C)C)C(C)C tert-butyl (3S,4R)-3-(2-(6-bromo-4-isopropyl-1-oxophthalazin-2(1H)-yl) acetamido)-4-hydroxypiperidine-1-carboxylate